6-[1-(1-Cyano-4-piperidyl)-5-methyl-triazol-4-yl]-4-[1-(5-methylthiazol-2-yl)ethoxy]pyrazolo[1,5-a]pyridine-3-carbonitrile C(#N)N1CCC(CC1)N1N=NC(=C1C)C=1C=C(C=2N(C1)N=CC2C#N)OC(C)C=2SC(=CN2)C